40-(((9Z,12Z,15Z)-octadeca-9,12,15-trienoyl)oxy)-tetracontanoic acid C(CCCCCCC\C=C/C\C=C/C\C=C/CC)(=O)OCCCCCCCCCCCCCCCCCCCCCCCCCCCCCCCCCCCCCCCC(=O)O